(S)-quinuclidin-3-yl ((R)-7-fluoro-6-(4-isobutylphenyl)-2,2-dimethyl-1,2,3,4-tetrahydronaphthalen-1-yl)carbamate FC1=C(C=C2CCC([C@H](C2=C1)NC(O[C@@H]1CN2CCC1CC2)=O)(C)C)C2=CC=C(C=C2)CC(C)C